14-methyl-octadeca-1-en-1-one CC(CCCCCCCCCCCC=C=O)CCCC